2-(4-Bromo-2-methylphenyl)acethydrazide BrC1=CC(=C(C=C1)CC(=O)NN)C